OC(CCCCCC(=O)O)CCCCCCCCCCCCCCCCCCCCC 7-Hydroxy-octacosanoic acid